3,3-dioxo-4,5-dihydrobenzo[d][1,2,6]thidiazepine O=S1(NCC2=C(N=C1)C=CC=C2)=O